3-[[4-(2-Amino-2-spiro[3.3]heptan-2-yl-ethoxy)-6-(2,6-dimethylphenyl)pyrimidin-2-yl]sulfamoyl]benzoic acid NC(COC1=NC(=NC(=C1)C1=C(C=CC=C1C)C)NS(=O)(=O)C=1C=C(C(=O)O)C=CC1)C1CC2(C1)CCC2